3-Bromo-5-chloro-1,6-naphthyridine BrC=1C=NC2=CC=NC(=C2C1)Cl